CC(C)(COP(=O)(O)OP(=O)(O)OC[C@@H]1[C@H]([C@H]([C@@H](O1)N2C=NC3=C(N=CN=C32)N)O)OP(=O)(O)O)[C@H](C(=O)NCCC(=O)NCCSC(=O)C4=CC=C(O4)O)O The molecule is the S-(5-hydroxy-2-furoyl) derivative of coenzyme A. It derives from a 2-furoyl-CoA. It is a conjugate acid of a 5-hydroxy-2-furoyl-CoA(5-).